N-(4-((6-bromoquinolin-4-yl)oxy)phenyl)-N-(4-fluorophenyl)cyclopropane-1,1-dicarboxamide BrC=1C=C2C(=CC=NC2=CC1)OC1=CC=C(C=C1)N(C(=O)C1(CC1)C(=O)N)C1=CC=C(C=C1)F